C(N)(=O)C1(CCN(CC1)C1=CC2=C(CC(O2)(C)C)C=C1NC(=O)C=1C=NN2C1N=CC=C2)F N-[6-(4-carbamoyl-4-fluoro-1-piperidyl)-2,2-dimethyl-3H-benzofuran-5-yl]pyrazolo[1,5-a]pyrimidine-3-carboxamide